(S)-(4-amino-7-chloroimidazo[1,5-a]quinoxalin-8-yl)(3-(4-(trifluoromethyl)phenyl)morpholino)methanone NC=1C=2N(C3=CC(=C(C=C3N1)Cl)C(=O)N1[C@H](COCC1)C1=CC=C(C=C1)C(F)(F)F)C=NC2